C(CCC)N(C1CCCCC1)CC1=NN=NN1C=1C=CC(=C(C#N)C1)Cl 5-(5-((butyl(cyclohexyl)amino)methyl)-1H-tetrazol-1-yl)-2-chlorobenzonitrile